C(C)(=O)O[C@@H]1CC[C@H](CC1)C1=NC(=C2C=NC(=NN21)NC2=CC(=CC(=C2)F)Cl)C2=CC=C(C=C2)CN2CCN(CC2)C trans-4-(2-((3-chloro-5-fluorophenyl)amino)-5-(4-((4-methylpiperazin-1-yl)methyl)phenyl)imidazo[5,1-f][1,2,4]triazin-7-yl)cyclohexyl acetate